4-{3-[5-({[(7-cyclopentylpyrazolo[1,5-a]pyrimidin-6-yl)amino]carbonyl}amino)-3-methylpyridin-2-yl]-1,2,4-oxadiazol-5-yl}-3,3-dimethylbutanoate C1(CCCC1)C1=C(C=NC=2N1N=CC2)NC(=O)NC=2C=C(C(=NC2)C2=NOC(=N2)CC(CC(=O)[O-])(C)C)C